C(C1=CC=CC=C1)ONC(C1=C(N=CC=C1)Cl)=O N-(benzyloxy)-2-chloronicotinamide